1-methyl-5-(1-methyl-1H-pyrazol-4-yl)-4-(1H-pyrrol-1-yl)-2(1H)-pyridinone CN1C(C=C(C(=C1)C=1C=NN(C1)C)N1C=CC=C1)=O